C(C)(C)(C)OC(=O)N1C[C@H](CCC1)N(C1CC1)C(=O)OCC1=CC=CC=C1 (S)-3-(((benzyloxy)carbonyl)(cyclopropyl)amino)piperidine-1-carboxylic acid tert-butyl ester